3-(4-fluoro-2-{(S)-(4-methylcyclohexyl)[(3-methylisoxazole-4-carbonyl)-amino]methyl}-1H-benzoimidazol-5-yl)morpholine-4-carboxylic acid tert-butyl ester C(C)(C)(C)OC(=O)N1C(COCC1)C1=C(C2=C(NC(=N2)[C@@H](NC(=O)C=2C(=NOC2)C)C2CCC(CC2)C)C=C1)F